CC1N(CCCC1)C1=CC=C(C=N1)NC(OCC=1C=C2C(N(CC2=C(C1)F)C1C(NC(CC1)=O)=O)=O)=O (2-(2,6-dioxopiperidin-3-yl)-7-fluoro-3-oxoisoindolin-5-yl)methyl (6-(2-methylpiperidin-1-yl)pyridin-3-yl)carbamate